4-((4-(4,4,5,5-tetramethyl-1,3,2-dioxaborolan-2-yl)-1H-pyrazol-1-yl)methyl)benzonitrile CC1(OB(OC1(C)C)C=1C=NN(C1)CC1=CC=C(C#N)C=C1)C